BrC=1C=C(C=2N(C1)C=C(N2)C(=O)O)N2C(CCC2)=O 6-bromo-8-(2-oxopyrrolidin-1-yl)imidazo[1,2-a]pyridine-2-carboxylic acid